ClC1=C(N=CC=2NCC(N=C(C21)C2=C(C=CC=C2F)F)C)C(F)(F)F 6-chloro-5-(2,6-difluorophenyl)-3-methyl-7-(trifluoromethyl)-1,3-dihydropyrido[3,4-E][1,4]diazepine